C(C1=CC=CC=C1)OC=1C=C2C=CC(=C(C2=CC1)OC1=CC=C(OCCOCCOCCOCCNC2=C3CN(C(C3=CC=C2)=O)C2C(NC(CC2)=O)=O)C=C1)C1=CC=C(C=C1)S(=O)(=O)C 3-(4-((2-(2-(2-(2-(4-((6-(Benzyloxy)-2-(4-(methylsulfonyl)phenyl)naphthalen-1-yl)oxy)phenoxy)ethoxy)ethoxy)ethoxy)ethyl)amino)-1-oxoisoindol-2-yl)piperidine-2,6-dione